(cis)-N-{(S)-1-(6-(4-fluoro-1H-pyrazol-1-yl)pyridin-3-yl)ethyl}-1-methoxy-4-{4-methyl-6-(5-methyl-1H-pyrazol-3-ylamino)pyrimidin-2-yl}cyclohexanecarboxamide FC=1C=NN(C1)C1=CC=C(C=N1)[C@H](C)NC(=O)C1(CCC(CC1)C1=NC(=CC(=N1)C)NC1=NNC(=C1)C)OC